BrC1=CC=2C(N(C=CC2S1)C)=O 2-bromo-5-methyl-4H,5H-thieno[3,2-c]pyridin-4-one